ethyl 5-(N-(2-(4-(3-bromothiophene-2-carbonyl) piperazin-1-yl) phenyl)-N-(2-(thien-2-yl) ethyl) sulfamoyl)-3-methylbenzothiophene-2-carboxylate BrC1=C(SC=C1)C(=O)N1CCN(CC1)C1=C(C=CC=C1)N(S(=O)(=O)C=1C=CC2=C(C(=C(S2)C(=O)OCC)C)C1)CCC=1SC=CC1